(1S,5R)-N-(4-chloro-3-cyclobutylphenyl)-1-(5-methyl-1,3,4-oxadiazol-2-yl)-6-azabicyclo[3.1.1]heptane-6-carboxamide ClC1=C(C=C(C=C1)NC(=O)N1[C@@H]2CCC[C@]1(C2)C=2OC(=NN2)C)C2CCC2